ClC=1C=CC=C2C=CC=C(C12)C1=C(C=2N=C(N=C(C2C=N1)N1C[C@H]2CC[C@@H](C1)N2C(=O)OC(C)(C)C)OCCC2=CC(=C(C=C2)OCC2=CC=C(C=C2)OC)C=O)F tert-butyl (1R,5S)-3-(7-(8-chloronaphthalen-1-yl)-8-fluoro-2-(3-formyl-4-((4-methoxybenzyl)oxy)phenethoxy)pyrido[4,3-d]pyrimidin-4-yl)-3,8-diazabicyclo[3.2.1]octane-8-carboxylate